NCCCCCCCN1CCN(CC1)CC1=CC=C(C=C1)C1=CC(=C(C(=C1)N(C1CCOCC1)CC)C)C(=O)NCC=1C(NC(=CC1C)C)=O 4'-{[4-(7-aminoheptyl)piperazin-1-yl]methyl}-N-[(4,6-dimethyl-2-oxo-1H-pyridin-3-yl)methyl]-5-[ethyl(oxan-4-yl)amino]-4-methyl-[1,1'-biphenyl]-3-carboxamide